FC=1C=C(C=CC1OC)N1C(CC[C@H]1C1=NC2=C(N1C1CCC(CC1)(F)F)C=CC(=C2)C=2C(=NOC2C)C)=O (S)-1-(3-fluoro-4-methoxyphenyl)-5-(1-(4,4-difluorocyclohexyl)-5-(3,5-dimethylisoxazol-4-yl)-1H-benzo[d]imidazol-2-yl)pyrrolidin-2-one